CS(=O)(=O)CC1(CC1)CO (1-((methylsulfonyl)methyl)cyclopropyl)methanol